C(#N)C1=CC(=CC=2N=C(OC21)C=2C(=C(C=CC2)C2=C(C(=CC=C2)NC=2N=CC=C1C=C(C=NC21)CN(C)CCO)C)C)CN2C[C@@H](CC2)C (R)-1-((7-Cyano-2-(3'-(3-(((2-hydroxyethyl)(methyl)amino)methyl)-1,7-naphthyridin-8-ylamino)-2,2'-dimethylbiphenyl-3-yl)benzo[d]oxazol-5-yl)methyl)-3-methylpyrrolidin